CNC(CO)C N-methyl-2-aminopropane-1-ol